1,2-bis(2-fluorophenyl)hydrazine FC1=C(C=CC=C1)NNC1=C(C=CC=C1)F